(R)-N-((S)-1-(4-(3,3-dimethyl-2-oxoindolin-1-yl)piperidin-1-yl)-1-oxo-4-phenylbutan-2-yl)piperidine-3-carboxamide glutarate C(CCCC(=O)O)(=O)O.CC1(C(N(C2=CC=CC=C12)C1CCN(CC1)C([C@H](CCC1=CC=CC=C1)NC(=O)[C@H]1CNCCC1)=O)=O)C